4-[5-[(1R)-2-amino-1-hydroxyethyl]pyridin-2-yl]-3-[(5-phenylimidazol-1-yl)methyl]benzonitrile NC[C@H](O)C=1C=CC(=NC1)C1=C(C=C(C#N)C=C1)CN1C=NC=C1C1=CC=CC=C1